BrCCCC(=O)OC Methyl 4-bromo-butyrate